N1(C=NC=C1)CCNC(=O)C=1C=CC=2N(C3=CC=C(C=C3C2C1)C)C1=CC=C(C=C1)C(F)(F)F 6-Methyl-9-(4-trifluoromethyl-phenyl)-9H-carbazole-3-carboxylic acid (2-imidazol-1-yl-ethyl)-amide